ClC1=CC=C(C=C1)C=1N=C2N(C=CC=N2)C1CN1CC2CC(CC(CC1)N2C(=O)C2=NON=C2C)=O [3-{[2-(4-chlorophenyl)imidazo[1,2-a]pyrimidin-3-yl]methyl}-8-oxo-3,10-diazabicyclo[4.3.1]dec-10-yl](4-methyl-1,2,5-oxadiazol-3-yl)methanone